NCCCNCC=CCNCCCN N,N'-di(3-aminopropyl)-2-butene-1,4-diamine